NC([C@H](CO)NC(=O)C1=C(OC2=C1C=C(C=C2)OCC=2C=NC=CC2)C)=O (S)-N-(1-amino-3-hydroxy-1-oxopropan-2-yl)-2-methyl-5-(pyridin-3-ylmethoxy)benzofuran-3-carboxamide